methyl 8-bromo-9-(4-((1-(3-fluoropropyl)pyrrolidin-3-yl)methyl)phenyl)-7-methyl-6,7-dihydro-5H-benzo[7]annulene-3-carboxylate BrC=1C(CCC2=C(C1C1=CC=C(C=C1)CC1CN(CC1)CCCF)C=CC(=C2)C(=O)OC)C